C(CCCCCCCCCCC)(=O)N.C(CCCCCCCCCCC)(=O)N.[Na] sodium bis(lauramide)